ClC=1NC=CC1CC 2-chloro-3-ethyl-1H-pyrrole